NCC1CCC(CC1)N 4-(Aminomethyl)cyclohexanamine